O=C1NC(CCC1C1=CC(=C(C=C1OC)N1CCN(CC1)C(=O)OCCCC)F)=O butyl 4-(4-(2,6-dioxopiperidin-3-yl)-2-fluoro-5-methoxyphenyl)piperazine-1-carboxylate